N-(3-(4-benzyloxy-phenoxy)-2-hydroxypropyl)cyclopentylamine C(C1=CC=CC=C1)OC1=CC=C(OCC(CNC2CCCC2)O)C=C1